(4-((2-aminoethyl)amino)phenyl)(phenyl)methanone NCCNC1=CC=C(C=C1)C(=O)C1=CC=CC=C1